(R*)-3-((R*)-1-((2,5-bis(trifluoromethyl)pyrazolo[1,5-a]pyrimidin-7-yl)amino)-2-(4-fluorophenyl)propan-2-yl)-N-(2-hydroxyethyl)pyrrolidine-1-carboxamide FC(C1=NN2C(N=C(C=C2NC[C@@](C)(C2=CC=C(C=C2)F)[C@@H]2CN(CC2)C(=O)NCCO)C(F)(F)F)=C1)(F)F |o1:12,21|